2-(6-{5-chloro-2-[(oxan-4-yl)amino]pyrimidin-4-yl}-1-oxo-2,3-dihydro-1H-isoindol-2-yl)-N-[(1S)-1-(hydroxymethyl)-6-methoxy-2,3-dihydro-1H-inden-1-yl]acetamide ClC=1C(=NC(=NC1)NC1CCOCC1)C1=CC=C2CN(C(C2=C1)=O)CC(=O)N[C@]1(CCC2=CC=C(C=C12)OC)CO